FC(C1=NC(=NC(=N1)C(F)(F)F)N1[C@H](C=2NC3=CC=C(C=C3C2CC1)Cl)C[C@@H](C)OC)(F)F (1S)-2-[4,6-bis(trifluoromethyl)-1,3,5-triazin-2-yl]-6-chloro-1-[(2R)-2-methoxypropyl]-2,3,4,9-tetrahydro-1H-pyrido[3,4-b]indole